3-cyclopropyl-1-(2-(3-fluoro-5-(trifluoromethyl)benzyl)pyridin-4-yl)-1H-pyrazole-4-carboxamide C1(CC1)C1=NN(C=C1C(=O)N)C1=CC(=NC=C1)CC1=CC(=CC(=C1)C(F)(F)F)F